methyl 2,4-dichloro-5-fluorobenzoate ClC1=C(C(=O)OC)C=C(C(=C1)Cl)F